(R)-N-((3-CYANO-5-FLUORO-4-(((R)-4-(3-FLUOROAZETIDIN-1-YL)-1-((4-FLUOROPHENYL)THIO)BUTAN-2-YL)OXY)PHENYL)SULFONYL)-2-METHYLTETRAHYDRO-2H-PYRAN-2-CARBOXAMIDE C(#N)C=1C=C(C=C(C1O[C@@H](CSC1=CC=C(C=C1)F)CCN1CC(C1)F)F)S(=O)(=O)NC(=O)[C@@]1(OCCCC1)C